methyl 6-(4-aminophenyl)pyridine-3-carboxylate NC1=CC=C(C=C1)C1=CC=C(C=N1)C(=O)OC